Methyl (1R,4R)-4-(3-(difluoromethyl)-4-nitro-1H-pyrazol-1-yl)cyclohexane-1-carboxylate FC(C1=NN(C=C1[N+](=O)[O-])C1CCC(CC1)C(=O)OC)F